rac-(2R)-1-(2,6-dimethyl-1-piperidyl)-2-[[4-(4-fluoro-2,6-dimethyl-phenyl)-7-quinolyl]oxy]propan-1-one CC1N(C(CCC1)C)C([C@@H](C)OC1=CC=C2C(=CC=NC2=C1)C1=C(C=C(C=C1C)F)C)=O |r|